C(#N)C1=C(C(=C(C(=C1F)F)S(=O)(=O)NC1=C(C=C(C=C1)C(=O)C1=CC=C2C(=CC=CN12)C1=CC2=C(N(C=N2)C)C=C1C(F)(F)F)C#N)F)F 4-cyano-N-(2-cyano-4-(8-(1-methyl-6-(trifluoromethyl)-1H-benzo[d]imidazol-5-yl)indolizine-3-carbonyl)phenyl)-2,3,5,6-tetrafluorobenzenesulfonamide